ethyl (4Z,7E)-9-acetoxynona-4,7-dienoate C(C)(=O)OC/C=C/C\C=C/CCC(=O)OCC